1-(2-(4-chlorophenyl)-3,3-difluoroallyl)hydrazine-1-carboxylic acid tert-butyl ester C(C)(C)(C)OC(=O)N(N)CC(=C(F)F)C1=CC=C(C=C1)Cl